azodiisoheptane N(=NCCCCC(C)C)CCCCC(C)C